C(C)(C)(C)OC(=O)N[C@@H]1C[C@@H]2N(C(CCN(C2=O)[C@H](CCC(=O)OC(C)(C)C)C(=O)NCC2=CC(=C(C=C2)Cl)Cl)CO)C1 (4R)-tert-butyl 4-((8R,9aS)-8-((tert-butoxycarbonyl)amino)-5-(hydroxymethyl)-1-oxohexahydro-1H-pyrrolo[1,2-a][1,4]diazepin-2(3H)-yl)-5-((3,4-dichlorobenzyl)amino)-5-oxopentanoate